2-(4-bromo-3-fluorobenzoyl)-1,2,3,4,8,9,10,11-octahydro-6H,12H-pyrazino[1',2':3,4]imidazo[1,5-a][1,4]diazepine-6,12-dione BrC1=C(C=C(C(=O)N2CC=3N(C(N4C3C(NCCC4)=O)=O)CC2)C=C1)F